3-[7-chloro-1-(oxan-2-yl)indazol-3-yl]pyrrolidine-1-carboxylate ClC=1C=CC=C2C(=NN(C12)C1OCCCC1)C1CN(CC1)C(=O)[O-]